FC1=CC=C(C=C1)C1(N(C2=CC(=CC=C2C1=O)OC)C1=CC=C(C=C1)OC)O 2-(4-Fluorophenyl)-2-hydroxy-6-methoxy-1-(4-methoxyphenyl)-2,3-dihydro-1H-indol-3-one